(3R)-4-[5-fluoro-2-(1-fluoro-3-methyl-6-{1-[(3S)-2-methyl-6-(morpholin-4-yl)hexan-3-yl]azetidin-3-yl}imidazo[1,5-a]pyridin-8-yl)benzoyl]-3-methylmorpholin FC=1C=CC(=C(C(=O)N2[C@@H](COCC2)C)C1)C=1C=2N(C=C(C1)C1CN(C1)[C@H](C(C)C)CCCN1CCOCC1)C(=NC2F)C